COC=1C=C(CN2C[C@@H](OC3=C(C2=O)C=C(C=C3C3=C(C=C(C=C3)F)C)CN3C(=NC=C3)C)C)C=C(C1)OC (S)-4-(3,5-Dimethoxybenzyl)-9-(4-fluoro-2-methylphenyl)-2-methyl-7-((2-methyl-1H-imidazol-1-yl)methyl)-3,4-dihydrobenzo[f][1,4]oxazepin-5(2H)-one